Br.FC=1C=CC=C2C(C(N(C12)CC1=CC=C(C[Se]C(N)=N)C=C1)=O)=O 2-[4-(7-Fluoro-2,3-dioxo-2,3-dihydroindol-1-ylmethyl)benzyl]isoselenourea hydrobromide